C(C1=CC=CC=C1)OC(=O)N1C[C@H]([C@@H](C1)C(F)F)C(=O)O Trans-1-[(benzyloxy)carbonyl]-4-(difluoromethyl)pyrrolidine-3-carboxylic acid